ClC1=CC(=C(COC2=CC=CC(=N2)C2[C@H]3CN(C[C@@H]23)CC2=NC3=C(N2C[C@H]2OCC2)C=C(C=C3)C(=O)OC)C=C1)F methyl 2-(((1R,5S,6S)-6-(6-((4-chloro-2-fluorobenzyl)oxy)pyridin-2-yl)-3-azabicyclo[3.1.0]hexan-3-yl)methyl)-1-(((S)-oxetan-2-yl)methyl)-1H-benzo[d]imidazole-6-carboxylate